FC(C1=NN=C(O1)C1=CC(=C(CN(C(=O)C2(CCN(CC2)C(CC)=O)F)C2=CC=CC=C2)C=C1)F)F N-(4-(5-(difluoromethyl)-1,3,4-oxadiazol-2-yl)-2-fluorobenzyl)-4-fluoro-N-phenyl-1-propionylpiperidine-4-carboxamide